N1=CC(=CC=C1)CCCN1C=CC=C1 (3-(pyridin-3-yl)propyl)-1H-pyrrole